BrC1C(C2=CC3=C(OCO3)C=C2C1)O 6-bromo-6,7-dihydro-2H,5H-indeno[5,6-d][1,3]dioxol-5-ol